C(CCC)C1=CC=C(C=C1)C1=CC=C(O1)C(C)=O 1-(5-(4-butylphenyl)furan-2-yl)ethan-1-one